OC1C2CN(CC(C1)N2C(=O)[O-])C(=O)[O-] 6-hydroxy-3,8-diazabicyclo[3.2.1]-octane-3,8-dicarboxylate